(9aR,10S)-10-(bis(3-fluorophenyl)methyl)-8,8-difluoro-4-hydroxy-8,9,9a,10-tetrahydro-7H-pyrrolo[1',2':4,5]pyrazino[1,2-b]pyridazine-3,5-dione FC=1C=C(C=CC1)C([C@H]1[C@@H]2N(C(C=3N1N=CC(C3O)=O)=O)CC(C2)(F)F)C2=CC(=CC=C2)F